COCOC1(CCCCC1)CO (1-(methoxymethoxy)cyclohexyl)methanol